Cl.CNC1(CC1)CO (1-(methylamino)cyclopropyl)methanol hydrochloride